C(C)(C)(C)N1[SiH](N([SiH]1Cl)C(C)(C)C)Cl 1,3-bis(t-butyl)-2,4-dichlorocyclodisilazane